C(#N)C1=CC=C(CNC(=O)C=2C(N(C3=C(N=CC=C3C2)OCC2(CC2)S(N(CC)CC)(=O)=O)C)=O)C=C1 N-(4-cyanobenzyl)-8-((1-(N,N-diethylsulfamoyl)cyclopropyl)methoxy)-1-methyl-2-oxo-1,2-dihydro-1,7-naphthyridine-3-carboxamide